methyl 4-(2,3-dihydroxypropoxy)-2,2-dimethyl-butanoate OC(COCCC(C(=O)OC)(C)C)CO